N(=[N+]=[N-])C[C@@H](C(=O)OC)NC(=O)OC(C)(C)C methyl (S)-3-azido-2-((tert-butoxycarbonyl)amino)propanoate